(1S,2R)-N-(2-(2-(4-chlorobenzyl)-5-(3,5-difluorobenzyl)-3-oxo-2,3,4,5,6,7-hexahydro-1H-pyrazolo[4,3-c]pyridin-1-yl)ethyl)-2-(hydroxymethyl)cyclopropane-1-carboxamide ClC1=CC=C(CN2N(C3=C(CN(CC3)CC3=CC(=CC(=C3)F)F)C2=O)CCNC(=O)[C@@H]2[C@@H](C2)CO)C=C1